C[C@@H](C(=O)N[C@H](CCC(=O)O)C(=O)O)NC(=O)[C@@H](C)O[C@@H]1[C@H]([C@H](O[C@@H]([C@H]1O)CO)OP(=O)(O)OP(=O)(O)OC[C@@H]2[C@H]([C@H]([C@@H](O2)N3C=CC(=O)NC3=O)O)O)NC(=O)C The molecule is a UDP-N-acetylmuramoyl-L-alanyl-D-glutamate in which the muramoyl fragment has alpha-configuration at its anomeric centre It is a conjugate acid of an UDP-N-acetyl-alpha-D-muramoyl-L-alanyl-D-glutamate(4-).